N1N=NN=C1S(=O)(=O)N tetrazolesulfonamide